(4-hydroxyphenyl)-methane OC1=CC=C(C=C1)C